C(CCC)OC(CCO)=O butyl-3-hydroxypropanoate